sodium perfluorohexyl ethylphosphonate C(C)P(OC(C(C(C(C(C(F)(F)F)(F)F)(F)F)(F)F)(F)F)(F)F)([O-])=O.[Na+]